NCC1=NNC(C2=CC=C(C=C12)C=1C=NC=C(C1)F)=O 4-(aminomethyl)-6-(5-fluoropyridin-3-yl)phthalazin-1(2H)-one